C(C)OC(=O)C=1N=C(SC1)NC (methylamino)-1,3-thiazole-4-carboxylic acid ethyl ester